C(C)(C)(C)C1=C(C=C(C(=C1)OCC(C(C(F)(F)F)F)(F)F)C(C)(C)C)OCC(C(C(F)(F)F)F)(F)F 2,5-di-tert-butyl-1,4-bis(4,4,4,3,2,2-hexafluorobutoxy)benzene